C(=O)O.CC=1C=C(C=C(C1N1CCN(CC1)C)C)C=1C=C2C(=NC1)NC=C2C#CC=2SC=CN2 2-((5-(3,5-dimethyl-4-(4-methylpiperazin-1-yl)phenyl)-1H-pyrrolo[2,3-b]pyridine-3-yl)ethynyl)thiazole formate